4-[6-(1-aminocyclobutyl)-8-(3,8-diazabicyclo[3.2.1]octan-3-yl)-4-fluoro-5-methyl-2,7-naphthyridin-3-yl]-5-ethynyl-6-fluoro-naphthalen-2-ol NC1(CCC1)C=1C(=C2C(=C(N=CC2=C(N1)N1CC2CCC(C1)N2)C2=CC(=CC1=CC=C(C(=C21)C#C)F)O)F)C